lithium propylamide sodium hexamethyldisilazide C[Si]([N-][Si](C)(C)C)(C)C.[Na+].C(CC)[NH-].[Li+]